ClC=1C(=NC(=NC1)NC1=CC(=C(CCNCCCCCC#CC2=C3C(N(C(C3=CC=C2)=O)C2C(NC(CC2)=O)=O)=O)C=C1OC)C)NC1=C(C=CC=C1)P(=O)(C)C 4-(7-((4-((5-chloro-4-((2-(dimethylphosphoryl)phenyl)amino)pyrimidin-2-yl)amino)-5-methoxy-2-methylphenethyl)amino)hept-1-yn-1-yl)-2-(2,6-dioxopiperidin-3-yl)isoindoline-1,3-dione